propan-2-yl-carbamic acid tert-butyl ester C(C)(C)(C)OC(NC(C)C)=O